O[C@@H]1C2(C[C@H]1[C@H]1N3C(C4=CC=CC=C14)=CN=C3)C3CN(CC2CC3)C(=O)OC(C)(C)C tert-butyl (2'S,3'S)-2'-hydroxy-3'-((R)-5H-imidazo[5,1-a]isoindol-5-yl)-3-azaspiro[bicyclo[3.2.1]octane-8,1'-cyclobutane]-3-carboxylate